N2-[2-(4-methoxyphenyl)[1,2,4]triazolo[1,5-c]quinazolin-5-yl]-L-lysinamide COC1=CC=C(C=C1)C1=NN2C(=NC=3C=CC=CC3C2=N1)N[C@@H](CCCCN)C(=O)N